CC(C(C=CCCCCC)=O)=O decenequinone